C(C)(=O)O[C@@]1(CC[C@H]2[C@@H]3CCC4=CC(CCC4=C3[C@H](C[C@]12C)C1=CC=C(C=C1)N(C)CCCCCCCCO)=O)C(C)=O (8S,11R,13S,14S,17R)-17-acetyl-11-(4-((8-hydroxyoctyl)(methyl)amino)phenyl)-13-methyl-3-oxo-2,3,6,7,8,11,12,13,14,15,16,17-dodecahydro-1H-cyclopenta[a]phenanthren-17-yl acetate